1-(trans-4-(5-chloropyridin-3-yl)-1-(2-methoxyethyl)pyrrolidin-3-yl)-3-(3-ethoxy-4-methyl-1-phenyl-1H-pyrazol-5-yl)urea ClC=1C=C(C=NC1)[C@H]1[C@@H](CN(C1)CCOC)NC(=O)NC1=C(C(=NN1C1=CC=CC=C1)OCC)C